ClC1=C(C=C(C=C1)F)CN1C(CCCC1=O)C=O 1-[(2-Chloro-5-fluorophenyl)methyl]-6-oxopiperidine-2-carbaldehyde